tri(2-carbonyl-ethyl)phosphorus C(=O)=CCP(CC=C=O)CC=C=O